N-((S)-(7-((R*)-1-(2-(3,3-Difluorocyclobutyl)acetamido)-2-ethoxyethyl)imidazo[1,2-b]pyridazin-2-yl)(4,4-difluorocyclohexyl)methyl)-1-(ethyl-d5)-1H-pyrazole-5-carboxamide FC1(CC(C1)CC(=O)N[C@@H](COCC)C1=CC=2N(N=C1)C=C(N2)[C@@H](NC(=O)C2=CC=NN2C(C([2H])([2H])[2H])([2H])[2H])C2CCC(CC2)(F)F)F |o1:9|